C1(CC1)C(CP(OC)(O)=O)C1=CC(=CC=C1)OCC1=CC(=C(C=C1)C1=CC(=NC=C1F)OC)CN(C(C)C)C(C)C methyl hydrogen (2-cyclopropyl-2-(3-((3-((diisopropylamino)methyl)-4-(5-fluoro-2-methoxypyridin-4-yl)benzyl)oxy)phenyl)ethyl)phosphonate